1-(3-chloro-5-fluorophenyl)-3-(difluoromethyl)-5,5-difluoro-4,5,6,7-tetrahydro-1H-indole ClC=1C=C(C=C(C1)F)N1C=C(C=2CC(CCC12)(F)F)C(F)F